ethyl 3-(((3-aminopyridin-2-yl) amino) methyl)-1-benzylpyrrolidine-3-carboxylate NC=1C(=NC=CC1)NCC1(CN(CC1)CC1=CC=CC=C1)C(=O)OCC